ClC=1C(=NC(=CC1)C)C(=O)NC1[C@@H]2CN(C[C@H]12)C1=NC=C(C=C1)C=1C=2N(C=C(C1)C=1C=NN(C1)C)N=CC2C#N 3-chloro-N-((1R,5S,6s)-3-(5-(3-cyano-6-(1-methyl-1H-pyrazol-4-yl)pyrazolo[1,5-a]pyridin-4-yl)pyridin-2-yl)-3-azabicyclo[3.1.0]hexane-6-yl)-6-methylpyridinamide